tert-butyl ((5-bromo-2,4-difluorophenyl)sulfonyl)-D-leucinate BrC=1C(=CC(=C(C1)S(=O)(=O)N[C@H](CC(C)C)C(=O)OC(C)(C)C)F)F